C(C)(C)(C)[Si](OCCOCCOCCOCCOCCN(C(OC(C)(C)C)=O)C1=CC2=C(N=C(S2)C2=CC=C(C=C2)C=2C=NC(=CC2)N(C)C)C=C1)(C)C tert-butyl N-[2-[2-[2-[2-[2-[tert-butyl-(di-methyl)-silyl]oxyethoxy]ethoxy]ethoxy]ethoxy]ethyl]-N-[2-[4-[6-(dimethylamino)pyridin-3-yl]-phenyl]-1,3-benzothiazol-6-yl]carbamate